ClC1=C(C=CC(=C1)Cl)C=1CCCC2=C(C1C1=CC=C(C=C1)C(C)(O)C1CN(C1)CCCF)C=CC(=C2)C(=O)O 8-(2,4-dichlorophenyl)-9-(4-(1-(1-(3-fluoropropyl)azetidin-3-yl)-1-hydroxyethyl)phenyl)-6,7-dihydro-5H-benzo[7]annulene-3-carboxylic acid